3-(5-((1s,2r)-2-(benzylamino)cyclobutoxy)-1-oxoisoindolin-2-yl)piperidine-2,6-dione C(C1=CC=CC=C1)N[C@H]1[C@H](CC1)OC=1C=C2CN(C(C2=CC1)=O)C1C(NC(CC1)=O)=O